FC(C1=NC=C2N1CCNC2)(F)F 3-(trifluoromethyl)-5,6,7,8-tetrahydroimidazo[1,5-a]pyrazine